(5-(5-(methoxy-d3)benzo[d]oxazol-2-yl)-8-((methyl-d3)amino)-2,7-naphthyridin-3-yl)cyclopropanecarboxamide C(OC=1C=CC2=C(N=C(O2)C2=C3C=C(N=CC3=C(N=C2)NC([2H])([2H])[2H])C2(CC2)C(=O)N)C1)([2H])([2H])[2H]